[Cl-].C(CCCCCCCCCCCCC)[N+](C)(C)CC1=CC=CC=C1 N-tetradecyl-N-benzyl-N,N-dimethyl-ammonium chloride